[1,3]thiazolo[5,4-b]pyridin-2-amine N1=C(SC2=NC=CC=C21)N